N-(4-(2-fluoro-4-(3-(3-fluorophenethyl)ureido)phenoxy)-7-methoxyquinazolin-6-yl)-4-methylpentanamide FC1=C(OC2=NC=NC3=CC(=C(C=C23)NC(CCC(C)C)=O)OC)C=CC(=C1)NC(=O)NCCC1=CC(=CC=C1)F